FC1(OC2=C(O1)C=CC(=C2)C2(CC2)C(=O)NC=2C=C1C=C(N(C1=CC2F)C[C@H](CO)O)C(CO)(C)C)F 1-(2,2-difluoro-1,3-benzodioxol-5-yl)-N-[1-[(2R)-2,3-dihydroxypropyl]-6-fluoro-2-(1-hydroxy-2-methylpropan-2-yl)indol-5-yl]cyclopropane-1-carboxamide